butyl 2-(6-chloro-9H-purin-9-yl)acetate ClC1=C2N=CN(C2=NC=N1)CC(=O)OCCCC